ClC1=NC(=NC(=C1)Cl)OC 4,6-dichloro-2-methoxyPyrimidine